(15R)-15-methyl-5-[2-(2-trimethylsilylethynyl)imidazol-1-yl]-11-thia-6,14,17-triazatetracyclo[8.8.0.0^2,7.0^12,18]octadeca-1(10),2(7),3,5,8,12(18)-hexaen-13-one C[C@H]1NC(C=2SC=3C=CC=4N=C(C=CC4C3C2NC1)N1C(=NC=C1)C#C[Si](C)(C)C)=O